2-(5-ethyl-1H-indol-3-yl)acetic acid C(C)C=1C=C2C(=CNC2=CC1)CC(=O)O